CCC=CC=CC=CCCC=C=CCC Pentadeca-3,5,7,12,11-pentaene